4-(2,2-difluoropropionyl)-N-(6-methyl-5-(7-(methylamino)-1,6-naphthyridin-3-yl)pyridin-3-yl)picolinamide FC(C(=O)C1=CC(=NC=C1)C(=O)NC=1C=NC(=C(C1)C=1C=NC2=CC(=NC=C2C1)NC)C)(C)F